C1(CCC1)CN1C=NC2=C1C=C(C=C2)C(=O)O (cyclobutylmethyl)-1H-benzo[d]imidazole-6-carboxylic acid